N[C@H]1CN(C[C@@H](C1)F)C(=O)C=1C=CC=2N(C1)N=C(C2C)C2=CC=1C(=NC(=CC1)C)N2CC2CC2 ((3r,5r)-3-amino-5-fluoropiperidin-1-yl)(2-(1-(cyclopropylmethyl)-6-methyl-1H-pyrrolo[2,3-b]pyridin-2-yl)-3-methylpyrazolo[1,5-a]pyridin-6-yl)methanone